C(C)(C)(C)OC(=O)N1CC2=CC(=C(C(=C2C1)Cl)OCCCBr)OC 5-(3-bromopropyloxy)-4-chloro-6-methoxy-isoindoline-2-carboxylic acid tert-butyl ester